ClC=1C=C(C=CC1OCOC)N1N=NC(=C1C)C=O 1-(3-chloro-4-(methoxymethyloxy)phenyl)-5-methyl-1H-1,2,3-triazole-4-carbaldehyde